(±)-N-[1-(4-Fluoro-3-morpholin-4-yl-phenyl)-ethyl]-3-(2-fluoro-phenyl)-acrylamide FC1=C(C=C(C=C1)[C@@H](C)NC(C=CC1=C(C=CC=C1)F)=O)N1CCOCC1 |r|